7-[[(4S)-5,7-difluoro-3,4-dihydro-2H-chromen-4-yl]oxy]-N,N,2-trimethyl-3H-benzimidazole-5-carboxamide FC1=C2[C@H](CCOC2=CC(=C1)F)OC1=CC(=CC2=C1N=C(N2)C)C(=O)N(C)C